C(C1=CC=CC=C1)NC(COC=1C=C2CCN3C(C2=CC1)=CC(=NC3=O)OCC3COC1=C(O3)C=CC=C1)=O N-Benzyl-2-[2-(2,3-dihydro-benzo[1,4]dioxin-2-ylmethoxy)-4-oxo-6,7-dihydro-4H-pyrimido[6,1-a]isoquinolin-9-yloxy]-acetamide